Cis-2-((2-methyl-6-(3-methyl-4-((((R)-1-phenylethoxy)carbonyl)amino)isoxazol-5-yl)pyridin-3-yL)carbamoyl)cyclohexane-1-carboxylic acid CC1=NC(=CC=C1NC(=O)[C@@H]1[C@@H](CCCC1)C(=O)O)C1=C(C(=NO1)C)NC(=O)O[C@H](C)C1=CC=CC=C1